CC=1C=C2C(C(=C(OC2=C(C1)[C@@H](C)NC1=C(C(=O)OC(C)(C)C)C=CC=C1)C1=CC=CC=C1)C1=CN=CS1)=O tert-Butyl 2-[[(1R)-1-(6-methyl-4-oxo-2-phenyl-3-thiazol-5-yl-chromen-8-yl)ethyl]amino]benzoate